ClC=1C(=NC2=CC(=C(N=C2C1N[C@H](C)C=1C=C(C#N)C=CC1F)N1CCC(CC1)P(=O)(C)C)F)C 3-[(1R)-1-({3-chloro-6-[4-(dimethylphosphoryl)piperidin-1-yl]-7-fluoro-2-methyl-1,5-naphthyridin-4-yl}amino)ethyl]-4-fluorobenzonitrile